COCCN1CC2(CN(C2)C2=CC=C(C=C2)C=2C=C(C3=C(N(C=N3)C)C2)C2=CC=C(C=C2)N2CCC3(CN(C3)C3COC3)CC2)C1 7-(4-(6-(4-(6-(2-methoxyethyl)-2,6-diazaspiro[3.3]heptan-2-yl)phenyl)-1-methyl-1H-benzo[d]imidazol-4-yl)phenyl)-2-(oxetan-3-yl)-2,7-diazaspiro[3.5]nonane